C1(=CC=CC=C1)CC1=CC=CC=C1 diphenyl-methane